The molecule is a member of the class of hydroquinones that is 2,3-dimethoxyhydroquinone in which the hydrogens at positions 5 and 6 have been replaced by a methyl group and a decyl group. It is a member of hydroquinones and a member of methoxybenzenes. CCCCCCCCCCC1=C(C(=C(C(=C1O)OC)OC)O)C